N-(2-methyl-1-(methylsulfonyl)propan-2-yl)pyrazolo[1,5-a]pyrimidine-3-carboxamide CC(CS(=O)(=O)C)(C)NC(=O)C=1C=NN2C1N=CC=C2